(R)-4-(7-(3-aminopiperidine-1-yl)-3-(4-cyclopropyl-2,6-difluorophenyl)-3H-imidazo[4,5-b]pyridine-2-yl)-2-fluorobenzonitrile N[C@H]1CN(CCC1)C1=C2C(=NC=C1)N(C(=N2)C2=CC(=C(C#N)C=C2)F)C2=C(C=C(C=C2F)C2CC2)F